N-((6-((3R,5S)-3,5-dimethylpiperazin-1-yl)pyridin-2-yl)methyl)-5-(pyridin-4-yl)pyrrolo[2,1-f][1,2,4]triazin-4-amine C[C@@H]1CN(C[C@@H](N1)C)C1=CC=CC(=N1)CNC1=NC=NN2C1=C(C=C2)C2=CC=NC=C2